tert-butyl [3-({[(2-aminoethyl)sulphanyl]acetyl}{(1R)-1-[1-benzyl-4-(2,5-difluorophenyl)-1H-imidazol-2-yl]-2,2-dimethylpropyl}amino)propyl]carbamate NCCSCC(=O)N(CCCNC(OC(C)(C)C)=O)[C@H](C(C)(C)C)C=1N(C=C(N1)C1=C(C=CC(=C1)F)F)CC1=CC=CC=C1